IC1=C(N)C=C(C(=C1)CC1=CNC2=CC(=CC=C12)[N+](=O)[O-])C 2-iodo-5-methyl-4-((6-nitro-1H-indol-3-yl)methyl)aniline